COC1=CC=C(C=N1)OC1CCN(CC1)C1=C(C=C2C(=N1)[C@@H](OC2=O)C)C (S)-2-(4-((6-methoxypyridin-3-yl)oxy)piperidin-1-yl)-3,7-dimethylfuro[3,4-b]pyridin-5(7H)-one